2-((4-penten-1-yloxy)methyl)thiophene C(CCC=C)OCC=1SC=CC1